[6-(methylthio)pyridin-2-yl]Methanone CSC1=CC=CC(=N1)C=O